ClC1=NC2=CC(=C(C=C2C(=N1)N(C1=CC=CC=C1)CC)F)F 2-chloro-N-ethyl-6,7-difluoro-N-Phenylquinazolin-4-amine